NC1=NC=CC=C1C1=CC(=NO1)CC=1C=CC(=NC1)NC1=CC(=CC=C1)F 5-((5-(2-aminopyridin-3-yl)isoxazol-3-yl)methyl)-N-(3-fluorophenyl)pyridin-2-amine